FC=1C(=C(C=CC1)C#C[Si](C)(C)C)C(F)(F)F ((3-fluoro-2-(trifluoromethyl)phenyl)ethynyl)trimethylsilane